4-chloro-1-(cis-4-(cyclopropanecarboxamido)cyclohexyl)-N-(5-((4-fluorophenyl)ethynyl)-3-methylpyridin-2-yl)-1H-pyrazole-5-carboxamide ClC=1C=NN(C1C(=O)NC1=NC=C(C=C1C)C#CC1=CC=C(C=C1)F)[C@@H]1CC[C@@H](CC1)NC(=O)C1CC1